C(C)(=O)N1CCC(CC1)NC1=NC=C(C(=N1)C=1C=C(C(=O)O)C=CC1)F 3-[2-[(1-acetyl-4-piperidyl)amino]-5-fluoro-pyrimidin-4-yl]benzoic acid